(2E)-3-(3,4-dichlorophenyl)prop-2-enoic acid ClC=1C=C(C=CC1Cl)/C=C/C(=O)O